(S)-Methyl 2-((tert-butoxycarbonyl)amino)-3-oxobutanoate C(C)(C)(C)OC(=O)N[C@H](C(=O)OC)C(C)=O